C(C=C)C1=C(C(=CC=C1)OC)O 2-allyl-6-methoxyphenol